(4-(3-aminobenzo[d]isothiazol-5-yl)-3-fluorophenyl)-4-ethoxy-1-(4-fluorophenyl)-2-keto-1,2-dihydropyridine-3-carboxamide NC1=NSC2=C1C=C(C=C2)C2=C(C=C(C=C2)C=2C(=C(C(N(C2)C2=CC=C(C=C2)F)=O)C(=O)N)OCC)F